BrC1=C2C=CC=CC2=C(C2=CC=CC=C12)C=1C=NC=CC1 3-(10-bromo-9-anthryl)pyridine